5-Amino-3-(4-(2-((5-cyclobutylisoxazol-3-yl)amino)-2-oxoethyl)phenyl)-1-isopropyl-1H-pyrazole-4-carboxamide NC1=C(C(=NN1C(C)C)C1=CC=C(C=C1)CC(=O)NC1=NOC(=C1)C1CCC1)C(=O)N